(1r,3r)-3-(3-(2-(2,6-dioxopiperidin-3-yl)-1-oxoisoindolin-4-yl)propoxy)cyclobutane-1-carboxylic acid O=C1NC(CC[C@H]1N1C(C2=CC=CC(=C2C1)CCCOC1CC(C1)C(=O)O)=O)=O